6-amino-1-methyl-spiro[indoline-3,4'-tetrahydropyran]-2-one NC1=CC=C2C(=C1)N(C(C21CCOCC1)=O)C